(2-(cyclopentylmethoxy)-4-fluorophenyl)methylamine C1(CCCC1)COC1=C(C=CC(=C1)F)CN